The molecule is the chloride salt of ipratropium. It is a quaternary ammonium salt and a chloride salt. It contains an ipratropium. CC(C)[N+]1([C@@H]2CC[C@H]1CC(C2)OC(=O)C(CO)C3=CC=CC=C3)C.[Cl-]